C(#N)N1[C@H]2[C@@H](C[C@@H]1CC2)NC(=O)[C@@H]2CC1=CN(N=C1CC2)C2=NC(=CC=C2)C(C)(F)F (5S)-N-((1R,2R,4S)-7-cyano-7-azabicyclo[2.2.1]heptan-2-yl)-2-(6-(1,1-difluoroethyl)-2-pyridinyl)-4,5,6,7-tetrahydro-2H-indazole-5-carboxamide